2-hexen-1,6-diol C(C=CCCCO)O